C(C1=CC=CC=C1)N1C(=NC2=C1C=CC=C2)CNC(C)(C)C N-[(1-benzyl-1H-benzimidazol-2-yl)-methyl]tert-butylamine